[N-]=C=O.C(C=C)C=1C(=C(O)C=CC1C(C)(C)C1=CC=C(C=C1)O)CC=C diallylbisphenol A isocyanate